C1(CC1)S(=O)(=O)NC1=CC=C(C=C1)C1=CC(=CC=C1)N(C(=O)C12CC(C1)(C2)F)CC21CCC(CC2)(CC1)C1=NC=CC(=C1)C(F)(F)F N-(4'-(Cyclopropanesulfonamido)-[1,1'-biphenyl]-3-yl)-3-fluoro-N-((4-(4-(trifluoromethyl)pyridin-2-yl)bicyclo[2.2.2]octan-1-yl)methyl)bicyclo[1.1.1]pentane-1-carboxamide